3-fluoroisonicotinate FC1=C(C(=O)[O-])C=CN=C1